C(C)(=O)O[C@@H]1[C@@H](OCCCCCCCC)O[C@@H]([C@H]([C@@H]1OC(C)=O)OC(C)=O)C(O)N=[N+]=[N-] OCTYL 2,3,4-TRI-O-ACETYL-6-AZIDO-ALPHA-D-MANNOPYRANOSIDE